C(C)OC=1C=C(C=O)C=CC1OC(CC=C)\C=C\C (E)-3-ethoxy-4-(hepta-1,5-dien-4-yloxy)benzaldehyde